[1,3-bis(diphenylphosphino)propane] nickel dichloride [Ni](Cl)Cl.C1(=CC=CC=C1)P(CCCP(C1=CC=CC=C1)C1=CC=CC=C1)C1=CC=CC=C1